N-(9,9-dimethyl-9H-fluoren-2-yl)-N-(9,9-diphenyl-9H-fluoren-2-yl)dibenzo[b,d]furan-1-amine CC1(C2=CC=CC=C2C=2C=CC(=CC12)N(C1=CC=CC=2OC3=C(C21)C=CC=C3)C3=CC=2C(C1=CC=CC=C1C2C=C3)(C3=CC=CC=C3)C3=CC=CC=C3)C